COCCNC1=NC(=CC=C1N)OC 2-(2-methoxyethyl)amino-3-amino-6-methoxypyridine